N1(CCCC1)C(C(CCC)=O)C1=CC=CC=C1 alpha-pyrrolidinylphenyl-pentanone